Tert-butyl (1R,3R)-3-(N-methyl-4-(2-(2-methylthieno[2,3-d]pyrimidin-4-yl)cyclopropyl)benzamido)cyclohexylcarbamate CN(C(C1=CC=C(C=C1)C1C(C1)C=1C2=C(N=C(N1)C)SC=C2)=O)[C@H]2C[C@@H](CCC2)NC(OC(C)(C)C)=O